4-amino-7-chloro-N-cyclopropyl-N-((5-ethynylpyridin-2-yl)methyl)-3-methyl-1,3-dihydrofuro[3,4-c]quinoline-8-carboxamide NC1=NC=2C=C(C(=CC2C2=C1C(OC2)C)C(=O)N(CC2=NC=C(C=C2)C#C)C2CC2)Cl